2,4,5-tribromothiazole BrC=1SC(=C(N1)Br)Br